O=C(CN1C=CC2=CC(=CC=C12)N1C(NC2=C(C1=O)C1=C(S2)CCCCC1)=O)N1CC2(CC2)CC1 3-(1-(2-oxo-2-(5-azaspiro[2.4]heptan-5-yl)ethyl)-1H-indol-5-yl)-1,5,6,7,8,9-hexahydro-2H-cyclohepta[4,5]thieno[2,3-d]pyrimidine-2,4(3H)-dione